O(C=1C(C=C(N(C1)CCCCCCCCCCCCCCCCCC)C#N)=O)C=1C(C=C(N(C1)CCCCCCCCCCCCCCCCCC)C#N)=O 5,5'-oxybis(N-octadecyl-2-cyano-pyridin-4-one)